tert-butyl (R)-3-((8-fluoroquinolin-4-yl)amino)pyrrolidine-1-carboxylate FC=1C=CC=C2C(=CC=NC12)N[C@H]1CN(CC1)C(=O)OC(C)(C)C